C1(CCCCC1)CC1=C(C=O)C(=CC(=C1)O)CC1CCCCC1 2,6-Bis(cyclohexylmethyl)-4-hydroxybenzaldehyde